ClC=1C(=C(C(=C(C1)C(C#N)C)OCC)I)C 2-(5-chloro-2-ethoxy-3-iodo-4-methylphenyl)propionitrile